C=COCCOCCSCCOC=C 3,6,12-trioxa-9-thiatetradec-1,13-diene